1-(4-(5-(7-ethoxyquinazolin-5-yl)pyridin-2-yl)piperazin-1-yl)-2-phenyl-ethan-1-one C(C)OC1=CC(=C2C=NC=NC2=C1)C=1C=CC(=NC1)N1CCN(CC1)C(CC1=CC=CC=C1)=O